(3R)-N-[4-(3-cyanophenyl)-5-(2,6-dimethyl-4-pyridinyl)thiazol-2-yl]-3-methylsulfonyl-pyrrolidine-1-carboxamide C(#N)C=1C=C(C=CC1)C=1N=C(SC1C1=CC(=NC(=C1)C)C)NC(=O)N1C[C@@H](CC1)S(=O)(=O)C